ClC=1N=CNC1C(=O)O.BrC1=C(C(=C(C=C1)N1CCOCC1)F)F 4-(4-Bromo-2,3-difluoro-phenyl)morpholine 4-chloro-1H-imidazole-5-formate